pinacolon oxime CC(C(C)(C)C)=NO